7-(5-(5-(4-aminopiperidin-1-yl)-7-(4-cyano-3-fluorophenyl)imidazo[1,2-c]pyrimidin-8-yl)-2-methoxyphenoxy)-N-hydroxyheptanamide hydrochloride Cl.NC1CCN(CC1)C1=NC(=C(C=2N1C=CN2)C=2C=CC(=C(OCCCCCCC(=O)NO)C2)OC)C2=CC(=C(C=C2)C#N)F